BrC1=C(C=C(C=C1)C1=NC2=C(N1)C(C(=C(C2=O)N2C[C@H](CC2)O)Cl)=O)F (S)-2-(4-bromo-3-fluorophenyl)-6-chloro-5-(3-hydroxypyrrolidin-1-yl)-1H-benzo[d]imidazole-4,7-dione